1-((1S,3R)-6,7-dichloro-8-methoxy-1,3-dimethyl-1,3-dihydro-2H-pyrrolo[3,4-c]quinolin-2-yl)-2-hydroxyethan-1-one ClC1=C(C(=CC=2C3=C(C=NC12)[C@H](N([C@H]3C)C(CO)=O)C)OC)Cl